N-(4-(1-(3,5-dichloroisonicotinoyl)-3-methyl-1,2,3,6-tetrahydropyridin-4-yl)-1H-pyrrolo[2,3-b]pyridin-6-yl)cyclopropylcarboxamide ClC1=C(C(=O)N2CC(C(=CC2)C2=C3C(=NC(=C2)NC(=O)C2CC2)NC=C3)C)C(=CN=C1)Cl